Methyl (Rac)-4-[3-(ethoxymethyl)-3-hydroxy-pent-1-ynyl]benzoate C(C)OC[C@](C#CC1=CC=C(C(=O)OC)C=C1)(CC)O |r|